(3-fluoro-2-(methylthio)pyridin-4-yl)methanol FC=1C(=NC=CC1CO)SC